2-(2,3-dichlorophenyl)-3-methyl-6-(methylsulfonyl)-2H-pyrazolo[3,4-d]pyrimidine ClC1=C(C=CC=C1Cl)N1N=C2N=C(N=CC2=C1C)S(=O)(=O)C